1-(4-methoxybenzyl)-1H-indole-5-carboxylic acid methyl ester COC(=O)C=1C=C2C=CN(C2=CC1)CC1=CC=C(C=C1)OC